1-(2-hydroxyethyl)-2-methyl-6-[1-(2,2,3,3,3-pentafluoropropyl)-1H-pyrazol-4-yl]-7-(trifluoromethyl)-1H,5H-imidazo[1,2-a]pyrimidin-5-one OCCN1C(=CN2C1=NC(=C(C2=O)C=2C=NN(C2)CC(C(F)(F)F)(F)F)C(F)(F)F)C